CS(=O)(=O)C1=C2C(C(=NN(C2=CC=C1)C1=CC=C(C=C1)OC(F)(F)F)C(=O)OCCCCCCCCC)=O nonyl 5-methylsulfonyl-4-oxo-1-[4-(trifluoromethoxy)phenyl]cinnoline-3-carboxylate